((R)-1-((R)-3-(benzyloxy)-2-(pyrazine-2-carboxamido)propanamido)-4-phenylbutyl)boronic acid C(C1=CC=CC=C1)OC[C@H](C(=O)N[C@@H](CCCC1=CC=CC=C1)B(O)O)NC(=O)C1=NC=CN=C1